tert-butyl 3-(4-amino-2,5-difluorophenyl)-2-(2,6-diethylphenyl)-6,6-dimethyl-2,4,6,7-tetrahydro-5H-pyrazolo[4,3-c]pyridine-5-carboxylate NC1=CC(=C(C=C1F)C=1N(N=C2C1CN(C(C2)(C)C)C(=O)OC(C)(C)C)C2=C(C=CC=C2CC)CC)F